8-oxo-7,8-dihydro-guanosine O=C1N([C@H]2[C@H](O)[C@H](O)[C@@H](CO)O2)C=2N=C(NC(C2N1)=O)N